6-(5-(((3R,4S)-1-(3,3-Difluorocyclobutanecarbonyl)-4-fluoropyrrolidin-3-yl)carbamoyl)-6-methoxy-d3-pyridin-3-yl)-1H-indazole-3-carboxylic acid FC1(CC(C1)C(=O)N1C[C@H]([C@H](C1)F)NC(=O)C=1C=C(C=NC1OC([2H])([2H])[2H])C1=CC=C2C(=NNC2=C1)C(=O)O)F